ClC=1C=C(N)C=C(C1OC1=CC2=C(N(N=N2)C)C=C1)F 3-chloro-5-fluoro-4-((1-meth-yl-1H-benzo[d][1,2,3]triazol-5-yl)oxy)aniline